COC1C(CCC2=CC=CC=C12)CN(C)C methoxy-2-(N,N-dimethylamino)methyltetralin